2-methanesulfonyl-5-(3-methyl-1,2-oxazol-5-yl)-4-(propan-2-yl)pyrimidine CS(=O)(=O)C1=NC=C(C(=N1)C(C)C)C1=CC(=NO1)C